Tert-butyl (2-((4-(3-nitrophenyl)thiazol-2-yl)amino)-2-oxoethyl)carbamate [N+](=O)([O-])C=1C=C(C=CC1)C=1N=C(SC1)NC(CNC(OC(C)(C)C)=O)=O